C1(=CC=CC=C1)S(=O)(=O)NC(=O)C=1C=C2C(N(C(C2=CC1)=O)C1=C(C=C(C=C1)C1=CC=CC=C1)C(=O)O)=O 4-(5-Benzenesulfonylaminocarbonyl-1,3-dioxo-1,3-dihydroisoindol-2-yl)biphenyl-3-carboxylic acid